tert-butyl (E)-(3-(2-(6-(2-ethyl-4-hydroxyphenyl)-7-fluoro-1-(tetrahydro-2H-pyran-2-yl)-1H-indazol-3-yl)-1H-imidazol-4-yl)allyl)carbamate C(C)C1=C(C=CC(=C1)O)C1=CC=C2C(=NN(C2=C1F)C1OCCCC1)C=1NC=C(N1)/C=C/CNC(OC(C)(C)C)=O